NC=1OC2=C(N1)C=C(C=C2)C=2C=CC=1N(C2)C(=CN1)C(=O)N1CCNCC1 (6-(2-aminobenzo[d]oxazol-5-yl)imidazo[1,2-a]pyridin-3-yl)(piperazin-1-yl)methanone